ClC1=C(C=C(C=C1)F)C1NC(C2=C3C=CC=NC3=CC(=C21)C2N(C1=CC=C(C=C1C2)F)C(=O)N)=O [3-(2-chloro-5-fluorophenyl)-1-oxo-2,3-dihydro-1H-pyrrolo[4,3-f]quinolin-4-yl]-5-fluoro-2,3-dihydro-1H-indole-1-carboxamide